2'-chloro-N-[5-(1,5-dimethyl-1H-pyrazole-4-carbonyl)-4H,5H,6H-pyrrolo[3,4-d][1,3]thiazol-2-yl]-5'-methoxy-6-methyl-[4,4'-bipyridine]-3-carboxamide ClC1=NC=C(C(=C1)C1=C(C=NC(=C1)C)C(=O)NC=1SC2=C(N1)CN(C2)C(=O)C=2C=NN(C2C)C)OC